4-((2'S,3S,4'S,5'R)-1-(3-(1H-imidazol-4-yl)propyl)-6-chloro-4'-(3-chloro-2-fluorophenyl)-2'-neopentyl-spiro[indoline-3,3'-pyrrolidine]-5'-carboxamido)-3-methoxybenzoic acid N1C=NC(=C1)CCCN1C[C@@]2([C@@H](N[C@H]([C@@H]2C2=C(C(=CC=C2)Cl)F)C(=O)NC2=C(C=C(C(=O)O)C=C2)OC)CC(C)(C)C)C2=CC=C(C=C12)Cl